NC1=CC=C(C=C1)N1C=NC2=C1C(=CC=C2)O 3-(4-amino-phenyl)-3H-benzimidazol-4-ol